2-{[3-({2-[(2,4-dichlorophenoxy)methyl]pyridin-4-yl}methyl)azetidin-1-yl]methyl}-1-{[(3R)-oxolan-3-yl]methyl}-1H-1,3-benzodiazole-6-carboxylic acid ClC1=C(OCC2=NC=CC(=C2)CC2CN(C2)CC2=NC3=C(N2C[C@@H]2COCC2)C=C(C=C3)C(=O)O)C=CC(=C1)Cl